FC(C=1C2=CN(N=C2C(=C(C1)C1=CC=C(C=C1)[C@@H]1[C@H](CN(CC1)CC)F)C)C(C(=O)NC=1SC=CN1)C1=C2N(C=N1)C[C@@H](C2)F)F 2-[4-(difluoromethyl)-6-[4-[(3R,4R)-1-ethyl-3-fluoro-4-piperidinyl]phenyl]-7-methyl-indazol-2-yl]-2-[(6R)-6-fluoro-6,7-dihydro-5H-pyrrolo[1,2-c]imidazol-1-yl]-N-thiazol-2-yl-acetamide